OC1=CC=C(C=C1)C(C)(CC)C1=CC=C(C=C1)O 2,2-bis(p-hydroxyphenyl)butane